COC1=C(C=C(C=N1)[C@@H](CC)NC(=O)C=1C=CN2C1COCC2)C(F)(F)F 3,4-dihydro-1H-pyrrolo[2,1-c][1,4]oxazine-8-carboxylic acid [(R)-1-(6-methoxy-5-trifluoromethyl-pyridin-3-yl)-propyl]-amide